(R)-2-(Pyrrolidin-3-yl)-2-azaspiro[3.3]heptane N1C[C@@H](CC1)N1CC2(C1)CCC2